C(C)(=O)OCCCCCCCC\C=C/C\C=C/CCCCC (Z,Z)-9,12-octadecadienyl acetate